ClC=1C=C(C(=O)N2CC=3C(C[C@H]2C)=NN(C3C(=O)OCC)[C@@H](CNC(C)C3=NC=C(C=N3)C(F)(F)F)C)C=CC1Cl (6R)-Ethyl 5-(3,4-dichlorobenzoyl)-6-methyl-2-((2R)-1-((1-(5-(trifluoromethyl) pyrimidin-2-yl)ethyl)amino)propan-2-yl)-4,5,6,7-tetrahydro-2H-pyrazolo[4,3-c]pyridine-3-carboxylate